1-methyl-5-(2-oxo-1H-imidazo[4,5-b]pyridin-3(2H)-yl)-1H-indole-2-carboxylic acid ethyl ester C(C)OC(=O)C=1N(C2=CC=C(C=C2C1)N1C(NC=2C1=NC=CC2)=O)C